FC1=C(C=CC(=C1)F)N1C(C2=C(CC1)N=C(S2)OCC2=CC(=CC(=C2)F)F)=O 5-(2,4-difluorophenyl)-2-[(3,5-difluorophenyl)methoxy]-6,7-dihydro-thiazolo[5,4-c]pyridin-4(5H)-one